4-[3-(dibenzylamino)-2-nitro-anilino]cyclohexanecarboxylic acid C(C1=CC=CC=C1)N(C=1C(=C(NC2CCC(CC2)C(=O)O)C=CC1)[N+](=O)[O-])CC1=CC=CC=C1